Cl.NC\C=C(\CS(=O)(=O)NC1=C(C(=O)NC2=CC=C(C=C2)N(S(=O)(=O)C(C)C)S(=O)(=O)C(C)C)C=CC=C1)/F (Z)-2-((4-amino-2-fluorobut-2-en-1-yl)sulfonylamino)-N-(4-(N,N-diisopropylsulfonylamino)-phenyl)benzamide hydrochloride